N-(3-carbamoylphenyl)-2-(4,4-difluoroazepan-1-yl)-6,7-dihydro-5H-cyclopenta[b]pyridine-3-carboxamide C(N)(=O)C=1C=C(C=CC1)NC(=O)C=1C=C2C(=NC1N1CCC(CCC1)(F)F)CCC2